ClC1=CC=C(C=C1)N1N=C(C=C1)OC\C=C(/C(/C(=O)NC)=N\OC)\C (2E,3Z)-5-{[1-(4-chlorophenyl)-1H-pyrazol-3-yl]oxy}-2-(methoxyimino)-N,3-di-methylpent-3-enamide